FC1=C(CN2[C@@H](CCC2=O)CC(=O)N[C@H]([C@H](OC)C)C(=O)N[C@@H](C(C)C)C(=O)OC)C=CC=C1F Methyl N-(2-((S)-1-(2,3-difluorobenzyl)-5-oxopyrrolidin-2-yl)acetyl)-O-methyl-D-allothreonyl-L-valinate